2-methoxy-1,3-butadiene COC(=C)C=C